[3-(3-amino-propylcarbamoyl)propyl]-carbamic acid tert-butyl ester C(C)(C)(C)OC(NCCCC(NCCCN)=O)=O